ethyl 4-((3-chloro-4-fluorophenyl) amino)-1H-pyrrolo[2,3-b]pyridine-2-carboxylate ClC=1C=C(C=CC1F)NC1=C2C(=NC=C1)NC(=C2)C(=O)OCC